N-[3-chloro-4-[4-[[(2s,4r)-4-hydroxy-1,1-dimethyl-pyrrolidin-1-ium-2-carbonyl]amino]piperidine-1-carbonyl]phenyl]-5-(2,3-difluoro-4-methoxy-phenyl)-1-methyl-imidazole-2-carboxamide ClC=1C=C(C=CC1C(=O)N1CCC(CC1)NC(=O)[C@H]1[N+](C[C@@H](C1)O)(C)C)NC(=O)C=1N(C(=CN1)C1=C(C(=C(C=C1)OC)F)F)C